3,3-difluoro-2,2-dimethyl-propan-1-one FC(C(C=O)(C)C)F